Br.C(C1=CC=NC=C1)(=O)O isonicotinic acid, hydrobromide